C(C)(C)(C)OC(NCCCN1C(=NC(=C1)Br)[N+](=O)[O-])=O (3-(4-bromo-2-nitro-1H-imidazol-1-yl)propyl)carbamic acid tert-butyl ester